4-(1-pyrenyl)butanamide C1(=CC=C2C=CC3=CC=CC4=CC=C1C2=C34)CCCC(=O)N